2-((1H-pyrazolo[4,3-d]pyrimidin-7-yl)amino)-4-((2-methoxypropyl)(4-(5,6,7,8-tetrahydro-1,8-naphthyridin-2-yl)butyl)amino)butanoic acid N1N=CC=2N=CN=C(C21)NC(C(=O)O)CCN(CCCCC2=NC=1NCCCC1C=C2)CC(C)OC